NC=1C(=NC(=CN1)C1=C(C=CC(=C1)[C@@](C(F)F)(CO)O)C([2H])([2H])[2H])C(=O)N[C@@H]1[C@H](CCCC1)O 3-amino-6-(5-((S)-1,1-difluoro-2,3-dihydroxypropan-2-yl)-2-(methyl-d3)phenyl)-N-((1S,2S)-2-hydroxycyclohexyl)pyrazine-2-carboxamide